FC1=C(C=CC(=C1)F)S(=O)(=O)NC=1C(=NC=C(C1)C=1C=C2C(=NC=NC2=CC1)N1CCN(CC1)C(\C=C\C(C)=O)=O)NC (E)-2,4-Difluoro-N-(2-(methylamino)-5-(4-(4-(4-oxopent-2-enoyl)piperazin-1-yl)quinazolin-6-yl)pyridin-3-yl)benzenesulfonamide